CC=CC1=C(C=CC=C1)OCC methyl-o-ethoxystyrene